C(C=C)(=O)NCC1=C(C=C(C(=C1C(=O)NCC=1C(NC(=C2CCCCC12)C)=O)C)N(C1CCOCC1)CC)C1=CC=CC=C1 (Acrylamidomethyl)-5-(Ethyl-(tetrahydro-2H-pyran-4-yl)amino)-4-methyl-N-((1-methyl-3-oxo-2,3,5,6,7,8-hexahydroisoquinolin-4-yl)methyl)-[1,1'-biphenyl]-3-carboxamide